C(=O)([Co])[Co].[Co] Cobalt carbonyl-dicobalt